N-(4-methoxybenzyl)methane-d2-amine hydrochloride Cl.COC1=CC=C(CNC([2H])[2H])C=C1